C(C)NC(C)C1=NC=C(C(=C1)C1=CC=2N(C(=N1)SC)N=CC2)OC N-ethyl-1-(5-methoxy-4-(7-(methylthio)pyrazolo[1,5-c]pyrimidin-5-yl)pyridin-2-yl)ethan-1-amine